CO[Si](CC=CC(C(F)(F)F)(OC(C(C(F)(F)F)(F)OC(C(C(F)(F)F)(F)F)(F)F)(F)F)F)(OC)OC 1-[trimethoxysilyl]-4,5,5,5-tetrafluoro-4-[2-(heptafluoropropoxy)-1,1,2,3,3,3-hexafluoropropoxy]-2-pentene